C(C1=CC=CC=C1)[C@H]1C(N[C@H](C(N1)=O)C(C)C)=O 3-benzyl-6-iso-propyl-2,5-diketo-[3S,6S]-piperazine